4-(1H-pyrrolo[3,2-c]pyridin-4-yl)benzoic acid N1C=CC=2C(=NC=CC21)C2=CC=C(C(=O)O)C=C2